(2R,4R)-N-(2-(cyclohexylamino)-2-oxo-1-(pyridin-3-yl)ethyl)-N-(4-cyclopropylphenyl)-4-hydroxypyrrolidine-2-carboxamide C1(CCCCC1)NC(C(C=1C=NC=CC1)N(C(=O)[C@@H]1NC[C@@H](C1)O)C1=CC=C(C=C1)C1CC1)=O